CC(C)C1=NN=C2N1C=C(N=C2)C2=CC=C(C=C2)S(=O)(=O)N2CCC(CC2)NC2=NC=C(C=C2)SC(F)(F)F N-(1-{4-[3-(propan-2-yl)-[1,2,4]triazolo[4,3-a]pyrazin-6-yl]benzenesulfonyl}piperidin-4-yl)-5-[(trifluoromethyl)sulfanyl]pyridin-2-amine